ClC1=CC=C(C=N1)N1C=NC=2N(C(N(C(C12)=O)CCC(C(=O)OCC1CCC(C2CCCCC12)CO)(C)C)=O)COC(C(C)(C)C)=O 4-decalindimethanol [7-(6-chloropyridin-3-yl)-3-[[(2,2-dimethylpropanoyl)oxy]methyl]-2,6-dioxopurin-1-yl]methyl-2,2-dimethylpropanoate